1-isobutyryl-1,2,3,6-tetrahydropyridin-4-yl trifluoromethanesulfonate FC(S(=O)(=O)OC=1CCN(CC1)C(C(C)C)=O)(F)F